methyl 2-(6-bromo-2-oxo-4-(((trifluoromethyl)sulfonyl)oxy)-1,2-dihydroquinolin-3-yl)acetate BrC=1C=C2C(=C(C(NC2=CC1)=O)CC(=O)OC)OS(=O)(=O)C(F)(F)F